[2,4'-bipyridine]-2'-carbonitrile N1=C(C=CC=C1)C1=CC(=NC=C1)C#N